5-(4-((4-(1H-pyrazol-4-yl)phenyl)amino)-5-fluoropyrimidin-2-yl)-2-((3,3-difluorocyclobutyl)methyl)isoindolin-1-one N1N=CC(=C1)C1=CC=C(C=C1)NC1=NC(=NC=C1F)C=1C=C2CN(C(C2=CC1)=O)CC1CC(C1)(F)F